C(C)(C)(C)OC(=O)N1C(=CC2=CC(=CC(=C12)[N+](=O)[O-])CCCOS(=O)(=O)C)C1=CC=CC=C1 5-(3-((methylsulfonyl)oxy)propyl)-7-nitro-2-phenyl-1H-indole-1-carboxylic acid tert-butyl ester